C(C)(C)(C)C1=NC(=NO1)C(=O)NCC1=C(C=C(C=C1)C1=CC(=NC=C1)NC(=O)[C@H]1[C@@H](C1)F)C 5-(tert-butyl)-N-(4-(2-((1S,2R)-2-fluorocyclopropane-1-carboxamido)pyridin-4-yl)-2-methylbenzyl)-1,2,4-oxadiazole-3-carboxamide